tert-butyl (3S)-3-[2-[6-[[5-(4-fluorophenyl)thiazol-2-yl]amino]imidazo[4,5-c]pyridin-1-yl]ethylcarbamoyl]morpholine-4-carboxylate FC1=CC=C(C=C1)C1=CN=C(S1)NC1=CC2=C(C=N1)N=CN2CCNC(=O)[C@H]2N(CCOC2)C(=O)OC(C)(C)C